tetramethyl-2,2'-dicarboxyl-benzidine CN(C1=CC(=C(C2=C(C=C(N(C)C)C=C2)C(=O)O)C=C1)C(=O)O)C